2-methyl-4-(tributylstannyl)-1,3-thiazole CC=1SC=C(N1)[Sn](CCCC)(CCCC)CCCC